(S)-6-(2-amino-5-(2,3-difluoro-4-(2-isopropylmorpholino)phenyl)pyridin-3-yl)-7-fluoro-3,4-dihydroisoquinolin-1(2H)-one NC1=NC=C(C=C1C=1C=C2CCNC(C2=CC1F)=O)C1=C(C(=C(C=C1)N1C[C@@H](OCC1)C(C)C)F)F